(2R,4R)-1-(3-chloro-2-fluorobenzyl)-4-((3'-fluoro-6'-((5-methyl-1H-pyrazol-3-yl)amino)-[3,4'-bi-pyridin]-2'-yl)methyl)-2-methyl-piperidine-4-carboxylic acid ClC=1C(=C(CN2[C@@H](C[C@@](CC2)(C(=O)O)CC2=NC(=CC(=C2F)C=2C=NC=CC2)NC2=NNC(=C2)C)C)C=CC1)F